tert-butyl (2S)-2-[(2-{[(2S,5R)-6-benzyloxy-7-oxo-1,6-diazabicyclo[3.2.1]oct-2-yl]carbonyl}hydrazinyl)carbonyl]piperidine-1-carboxylate C(C1=CC=CC=C1)ON1[C@@H]2CC[C@H](N(C1=O)C2)C(=O)NNC(=O)[C@H]2N(CCCC2)C(=O)OC(C)(C)C